1-Methyl-2-(6-trifluoromethyl-benzothiazol-2-ylamino)-1H-benzoimidazole-5-carboxylic acid (2-hydroxy-ethyl)-amide OCCNC(=O)C1=CC2=C(N(C(=N2)NC=2SC3=C(N2)C=CC(=C3)C(F)(F)F)C)C=C1